C1(=CC(=CC=C1)C1=CC(=NC2=CC=C(C=C12)C(=O)OC(C)(C)C)C)C1=CC=CC=C1 tert-butyl 4-([1,1'-biphenyl]-3-yl)-2-methylquinoline-6-carboxylate